CC1=CC=C(O1)CC1=C(C(=O)N)C=CC=C1NC=1N=NC(=CC1)C1COCC1 [(5-methylfuran-2-yl)methyl]-3-{[6-(oxolan-3-yl)pyridazin-3-yl]amino}benzamide